N-{1-[(4-fluoro-3-hydroxyphenyl)methyl]azetidin-3-yl}imidazo[1,2-b]pyridazin-3-carboxamid FC1=C(C=C(C=C1)CN1CC(C1)NC(=O)C1=CN=C2N1N=CC=C2)O